OC1CCC(CC1)C(=O)N(C1=NC=CC(=C1)C=1C=NN(C1)C(C)(C)CC)CC12CCC(CC1)(CC2)C2=CC(=C(C=C2)OC)C 4-hydroxy-N-((4-(4-methoxy-3-methyl-phenyl)bicyclo[2.2.2]octan-1-yl)methyl)-N-(4-(1-(tert-pentyl)-1H-pyrazol-4-yl)pyridin-2-yl)cyclohexanecarboxamide